[N+](=O)([O-])CC(C=1SC=CC1)C1=C(NC2=CC=CC=C12)C=1C=C(C=CC1)S(=O)(=O)F 3-(3-(2-nitro-1-(thiophen-2-yl)ethyl)-1H-indol-2-yl)benzenesulfonyl fluoride